tert-Butyl 3-(1-methoxy-1-oxopropan-2-yl)-6-phenyl-9H-carbazole-9-carboxylate COC(C(C)C=1C=CC=2N(C3=CC=C(C=C3C2C1)C1=CC=CC=C1)C(=O)OC(C)(C)C)=O